ClC1=C(C(=O)NC2=C3C=NN(C3=CC=C2)C2=CC(=CC=C2)OC(F)(F)F)C=C(C=C1)CNC(=O)C1(CC1)O 2-Chloro-5-({[(1-hydroxycyclopropyl)carbonyl]amino}methyl)-N-{1-[3-(trifluoromethoxy)phenyl]-1H-indazol-4-yl}benzamide